4-((4-([1,2,4]triazolo[1,5-a]pyridin-7-yloxy)-3-methylphenyl)amino)-6-(1,2,3,6-tetrahydropyridin-4-yl)-1,5-naphthyridine-3-carbonitrile 2,2,2-trifluoroacetate FC(C(=O)O)(F)F.N=1C=NN2C1C=C(C=C2)OC2=C(C=C(C=C2)NC2=C(C=NC1=CC=C(N=C21)C=2CCNCC2)C#N)C